methyl tertiary butyl sulfone C(C)(C)(C)S(=O)(=O)C